4,4'-thiobis(cyclohexane-1-carboxylic acid) S(C1CCC(CC1)C(=O)O)C1CCC(CC1)C(=O)O